1,1,2-triphenyl-1,2-ethanediol C1(=CC=CC=C1)C(C(O)C1=CC=CC=C1)(O)C1=CC=CC=C1